N-cyclohexyl-3-(2-cyclohexyl-1H-benzimidazol-1-yl)-N-ethylpropanamide C1(CCCCC1)N(C(CCN1C(=NC2=C1C=CC=C2)C2CCCCC2)=O)CC